2,4,5-trifluoro-N-(methylcarbamoyl)-benzenesulfonamide FC1=C(C=C(C(=C1)F)F)S(=O)(=O)NC(NC)=O